3-(4-Phenoxypiperidin-1-yl)propan-1-amine hydrochloride Cl.O(C1=CC=CC=C1)C1CCN(CC1)CCCN